CC1=NC=C(C(=C1)C1=C(N=C(S1)NC1=NNC=N1)C=1C=C(C#N)C=CC1)C 3-[5-(2,5-DIMETHYLPYRIDIN-4-YL)-2-[(1H-1,2,4-TRIAZOL-3-YL)AMINO]-1,3-THIAZOL-4-YL]BENZONITRILE